Cl.NC\C=C(\CN1N=NC2=C1C=C(C=C2C2=CC(=C(C=C2)OC)S(NC2CC2)(=O)=O)C(=O)NC)/F (Z)-1-(4-amino-2-fluoro-but-2-en-1-yl)-4-(3-(N-cyclopropylsulfamoyl)-4-methoxyphenyl)-N-methyl-1H-benzo[d][1,2,3]triazole-6-carboxamide hydrochloride